The molecule is a dipeptide obtained by formal condensation of the carboxy group of L-tyrosine with the amino group of L-threonine. It derives from a L-tyrosine and a L-threonine. C[C@H]([C@@H](C(=O)O)NC(=O)[C@H](CC1=CC=C(C=C1)O)N)O